2-(furan-3-yl)-6-methyl-N-(3-[4-(6-methylpyridin-3-yl)phenyl]propyl)thieno[2,3-d]pyrimidin-4-amine O1C=C(C=C1)C=1N=C(C2=C(N1)SC(=C2)C)NCCCC2=CC=C(C=C2)C=2C=NC(=CC2)C